5-(8-Amino-6-(trifluoromethyl)imidazo[1,2-a]pyrazin-3-yl)-2-(1-cyclopropyl-2-hydroxyethyl)isoindolin-1-one, trifluoroacetate salt FC(C(=O)O)(F)F.NC=1C=2N(C=C(N1)C(F)(F)F)C(=CN2)C=2C=C1CN(C(C1=CC2)=O)C(CO)C2CC2